3-chloro-2-cyclopropoxy-5-((4-(2-(methylsulfonyl)quinoxalin-6-yl)phenyl)(2,2,2-trifluoroethyl)amino)benzonitrile ClC=1C(=C(C#N)C=C(C1)N(CC(F)(F)F)C1=CC=C(C=C1)C=1C=C2N=CC(=NC2=CC1)S(=O)(=O)C)OC1CC1